BrC1=C(O[Si](C)(C)C(C)(C)C)C=C(C(=C1)C(C)(C)C)Cl (2-Bromo-4-(tert-butyl)-5-chlorophenoxy)(tert-butyl)dimethylsilane